N1=CC(=CC=C1)SC=1N=CC(=NC1)N1CCC2(CCC[C@H]2N)CC1 (R)-8-(5-(pyridin-3-ylsulfanyl)pyrazin-2-yl)-8-azaspiro[4.5]decan-1-amine